C(C1=CC=CC=C1)[N+](=CC1=CC=CC=C1)[O-] N-benzyl-α-phenylnitrone